4,5-dichloro-3,6-dioxocyclohexa-1,4-diene-1,2-dicarbonitrile ClC=1C(C(=C(C(C1Cl)=O)C#N)C#N)=O